FC(C1CC(CCC1)CC(=O)OC)(F)F methyl 2-(3-(trifluoromethyl)cyclohexyl)acetate